C12CN(CC(CC1)N2)C2=NC(=NC1=C(C(=C(C=C21)C(F)(F)F)C2=CC=C(C1=C2N=C(S1)N)F)F)OCC1COCC1 4-(4-(3,8-diazabicyclo[3.2.1]octan-3-yl)-8-fluoro-2-((tetrahydrofuran-3-yl)methoxy)-6-(trifluoromethyl)quinazolin-7-yl)-7-fluorobenzo[d]thiazol-2-amine